O=CC(N(CC)CC)CC1=CC=CC=C1 Keto-N,N-diethyl-amphetamine